N1,N7-dibenzyl-N1,N7-dimethylheptane-1,7-diamine C(C1=CC=CC=C1)N(CCCCCCCN(C)CC1=CC=CC=C1)C